CNC(=O)C1CC(C1)N1C(=NC2=C1C=C(C=C2)C(=O)NCCCN2CCN(CC2)C2=CC=CC=C2)C2=CC=CC=C2 1-((1r,3r)-3-(methylcarbamoyl)cyclobutyl)-2-phenyl-N-(3-(4-phenylpiperazin-1-yl)propyl)-1H-benzo[d]imidazole-6-carboxamide